CN1C(=NN=C1)C1(CC(C1)OC(F)(F)F)C=1C=C(C=CC1)N1C(C2=CC(=CC(=C2C1)C(F)(F)F)CNC1(CCC1)C)=O 2-(3-((1r,3r)-1-(4-methyl-4H-1,2,4-triazol-3-yl)-3-(trifluoromethoxy)cyclobutyl)phenyl)-6-(((1-methylcyclobutyl)amino)methyl)-4-(trifluoromethyl)isoindolin-1-one